ClC1=CC(=C(C=C1)[C@H]1COC2=CC=CC(=C2C1)C1CCN(CC1)CC1=NC=2C(=NC(=CC2)C(=O)O)N1C[C@H]1OCC1)F 2-((4-((S)-3-(4-chloro-2-fluorophenyl)chroman-5-yl)piperidin-1-yl)methyl)-3-(((S)-Oxetan-2-yl)methyl)-3H-imidazo[4,5-b]pyridine-5-carboxylic acid